FC1=CC=CC2=C1OC(C1=C2C=NC=2C=C(C=CC12)O)C1=CC=C(C=C1)OCCN1CC(C1)CF 7-fluoro-5-(4-{2-[3-(fluoromethyl)azetidin-1-yl]ethoxy}phenyl)-5H-[1]benzopyrano[4,3-c]quinolin-2-ol